NC1CCN(CC1)C1=NC2=CC=C(C=C2C(=N1)C1=CC(=C(C=C1)C#N)F)C=1C=C(C=CC1)S(=O)(=O)N 3-(2-(4-Aminopiperidin-1-yl)-4-(4-cyano-3-fluorophenyl)quinazolin-6-yl)benzenesulfonamide